Octyltriethoxy-silan C(CCCCCCC)[Si](OCC)(OCC)OCC